N-(2-(4,4-difluoropiperidin-1-yl)-6-methylpyrimidin-4-yl)-4-((2-hydroxyethyl)sulfonylamino)-2-(6-azaspiro[2.5]oct-6-yl)benzamide FC1(CCN(CC1)C1=NC(=CC(=N1)NC(C1=C(C=C(C=C1)NS(=O)(=O)CCO)N1CCC2(CC2)CC1)=O)C)F